4-cyanatophenyl-1-(1-methylethylidene)benzene O(C#N)C1=CC=C(C=C1)C1C(C=CC=C1)=C(C)C